5-(2-Hydroxyethyl)-2-[5-[2-hydroxy-6-methyl-4-(trifluoromethyl)phenyl]oxazolo[4,5-b]pyridin-2-yl]-1,3-dihydropyrrolo[3,4-c]pyridin-6-one OCCN1C=C2C(=CC1=O)CN(C2)C=2OC=1C(=NC(=CC1)C1=C(C=C(C=C1C)C(F)(F)F)O)N2